C(#N)C=1C=C(C(=O)NC=2C=C3C(=NNC3=CC2)C2=CC(=CC=C2)[N+](=O)[O-])C=CC1 3-cyano-N-(3-(3-nitrophenyl)-1H-indazol-5-yl)benzamide